FC(F)(F)C1=C(CCCC1)C1=C(C=NC2=CC=CC=C12)C(=O)N 4-(trifluoromethyl-cyclohex-1-en-1-yl)quinoline-3-carboxamide